Di-Myristyl-Amine C(CCCCCCCCCCCCC)NCCCCCCCCCCCCCC